C(C1=CC=CC=C1)(C1=CC=CC=C1)(C1=CC=CC=C1)N1C=NC=C1CNCCO 2-(((1-trityl-1H-imidazol-5-yl)methyl)amino)ethan-1-ol